1-(1-(7,8-difluoro-1-oxo-1,2-dihydroisoquinolin-4-yl)ethyl)-1-methylurea FC1=CC=C2C(=CNC(C2=C1F)=O)C(C)N(C(=O)N)C